BrC1=C(C=C2C(=NC(N3C2=C1OCC3)=O)N3CCN(CC3)C(=O)OCC3=CC=CC=C3)Cl benzyl 4-(10-bromo-9-chloro-5-oxo-3,5-dihydro-2H-[1,4]oxazino[2,3,4-ij]quinazolin-7-yl)piperazine-1-carboxylate